3-[4-{2-[(5-Fluoropyridin-2-yl)amino]-2-oxoethyl}-5,8-dioxo-6-(propan-2-yl)-5,6,7,8-tetrahydro-4H-pyrazolo[1,5-a]pyrrolo[3,4-d]pyrimidin-2-yl]-2,5-dihydro-1H-pyrrol FC=1C=CC(=NC1)NC(CN1C=2N(C(C3=C1C(N(C3)C(C)C)=O)=O)N=C(C2)C=2CNCC2)=O